4-(2'-(5-Cyclopropyl-1H-imidazol-2-yl)-3,4'-bipyridin-5-yl)morpholine trifluoroacetate salt FC(C(=O)O)(F)F.C1(CC1)C1=CN=C(N1)C1=NC=CC(=C1)C=1C=NC=C(C1)N1CCOCC1